C(=O)NC1=C(C=CC(=C1)NC=O)C=CC1=CC=CC=C1 2,4-diformylaminostilbene